O1C(OCCC1)C1=CC=C(C=C1)C=1SC(=CN1)[Sn](CCCC)(CCCC)CCCC 2-(4-(1,3-dioxan-2-yl)phenyl)-5-(tributylstannyl)thiazole